N1CCC(CC1)OC(=O)N1CCN(C2=CC=CC=C12)C1=NC=CN=C1 (S)-(Piperidin-4-yl)4-(pyrazin-2-yl)-3,4-dihydroquinoxaline-1(2H)-carboxylate